triphenylsulfonium nonafluoro-n-butanesulfonate FC(C(C(C(S(=O)(=O)[O-])(F)F)(F)F)(F)F)(F)F.C1(=CC=CC=C1)[S+](C1=CC=CC=C1)C1=CC=CC=C1